N-methacryloyloxyethyl-N,N-diethylammonium C(C(=C)C)(=O)OCC[NH+](CC)CC